N,N-di-n-hexadecyl-fumaric acid amide C(CCCCCCCCCCCCCCC)N(C(\C=C\C(=O)O)=O)CCCCCCCCCCCCCCCC